C(CCC)[Sn](C(=C)OCC)(CCCC)CCCC Tri-n-butyl-(1-ethoxyvinyl)tin